5,5'-(propane-2,2-diyl)bis(2-methylfuran) CC(C)(C1=CC=C(O1)C)C1=CC=C(O1)C